(2S)-1-[(tert-butoxy)carbonyl]-4-methylidenepyrrolidine-2-carboxylic acid C(C)(C)(C)OC(=O)N1[C@@H](CC(C1)=C)C(=O)O